6-(((trifluoromethyl)sulfonyl)oxy)-2,3,4,7-tetrahydro-1H-azepine-1-carboxylic acid tert-butyl ester C(C)(C)(C)OC(=O)N1CCCC=C(C1)OS(=O)(=O)C(F)(F)F